3-(3-(4-(1,4-Dimethyl-2-(4-(methylsulfonyl)phenyl)-1H-pyrrolo[3,2-c]pyridin-6-yl)phenyl)-3,8-diazabicyclo[3.2.1]octan-8-yl)propan-1-ol CN1C(=CC=2C(=NC(=CC21)C2=CC=C(C=C2)N2CC1CCC(C2)N1CCCO)C)C1=CC=C(C=C1)S(=O)(=O)C